C(CCC)C1=C(C(=NN1CC)CC)O 5-n-butyl-1,3-diethyl-4-hydroxypyrazole